(5S,8R)-N-(2-chloro-4-methylbenzyl)-5-fluoro-8-hydroxy-5,6,7,8-tetra-hydroquinoline-5-carboxamide ClC1=C(CNC(=O)[C@]2(C=3C=CC=NC3[C@@H](CC2)O)F)C=CC(=C1)C